[2-(3-chlorophenoxy)-1-(4-pyridyl)ethyl]-methyl-amine ClC=1C=C(OCC(C2=CC=NC=C2)NC)C=CC1